(S)-(2-methoxyphenyl)(4-(trifluoromethyl)phenyl)methanol COC1=C(C=CC=C1)[C@@H](O)C1=CC=C(C=C1)C(F)(F)F